1-[4-(4-{3-[(2R)-2-methyl-pyrrolidin-1-yl]-propoxy}-phenoxy)-piperidin-1-yl]-ethanone dihydrobromide Br.Br.C[C@H]1N(CCC1)CCCOC1=CC=C(OC2CCN(CC2)C(C)=O)C=C1